2-(chloromethyl)-5-Cyclopropylimidazo[1,2-a]pyridine hydrochloride Cl.ClCC=1N=C2N(C(=CC=C2)C2CC2)C1